N2,N4-bis(4,4-difluorocyclohexyl)-6-(6-(difluoromethyl)pyridin-2-yl)-1,3,5-triazine-2,4-diamine FC1(CCC(CC1)NC1=NC(=NC(=N1)NC1CCC(CC1)(F)F)C1=NC(=CC=C1)C(F)F)F